5-(4-(6-Chloro-3-(4-(4-chloro-3,5-dimethylphenyl)butyl)-7-(1,3,5-trimethyl-1H-pyrazol-4-yl)-1H-indole-2-carbonyl)piperazin-1-yl)nicotinic Acid ClC1=CC=C2C(=C(NC2=C1C=1C(=NN(C1C)C)C)C(=O)N1CCN(CC1)C=1C=NC=C(C(=O)O)C1)CCCCC1=CC(=C(C(=C1)C)Cl)C